NC=1SC=2CN(CCC2N1)C(C(F)(F)C=1C=C(C(=O)NC2=CC(=C(C=C2)F)C)C=CN1)=O 2-(2-(2-amino-6,7-dihydrothiazolo[5,4-c]pyridin-5(4H)-yl)-1,1-difluoro-2-oxoethyl)-N-(4-fluoro-3-methylphenyl)isonicotinamide